[O-]C1=CC=CC=C1.[O-]C1=CC=CC=C1.[O-]C1=CC=CC=C1.[P+3] phosphorus triphenoxide